5-(2-bromo-5-fluorophenyl)-4-methyl-4H-1,2,4-triazole-3-thiol BrC1=C(C=C(C=C1)F)C=1N(C(=NN1)S)C